C(C1=CC=CC=C1)N1CC=2N=CN=C(C2CC1)O 7-benzyl-5,6,7,8-tetrahydropyrido[3,4-d]pyrimidin-4-ol